methyl (2S)-6-(1-cyclopropyl-1H-pyrazol-4-yl)-5-(2-fluorophenoxy)-2-methyl-1,2,3,4-tetrahydroquinoline-1-carboxylate C1(CC1)N1N=CC(=C1)C=1C(=C2CC[C@@H](N(C2=CC1)C(=O)OC)C)OC1=C(C=CC=C1)F